C(=O)(C=1C(OC2=CC=C(C=C2C1)OC)=O)C=1C(OC2=CC=C(C=C2C1)OC)=O 3,3'-carbonylbis(6-methoxycoumarin)